(E)-3-(benzofuran-3-yl)-N-(1-phenyl-2-(1H-1,2,4-triazol-1-yl)ethyl)acrylamide O1C=C(C2=C1C=CC=C2)/C=C/C(=O)NC(CN2N=CN=C2)C2=CC=CC=C2